ClC=1C=C(CN2C3=C(SCC2)C=CC(=C3)NC(=O)NC3=CNC2=CC=C(C=C32)F)C=C(C1)F 1-(4-(3-chloro-5-fluorobenzyl)-3,4-dihydro-2H-benzo[b][1,4]thiazin-6-yl)-3-(5-fluoro-1H-indol-3-yl)urea